C(=O)C1=NC2=C(C=CC=C2C=C1N)O 2-formyl-8-hydroxy(amino)quinoline